C(C)(C)(C)C1=CC(=C(C(=C1)C(C)(C)C)O)CC 4,6-di-tertiary butyl-2-ethylphenol